N-(2-amino-4-((4-(trifluoromethyl)benzyl)amino)phenyl)pent-4-ynamide NC1=C(C=CC(=C1)NCC1=CC=C(C=C1)C(F)(F)F)NC(CCC#C)=O